ClN1C(=C(C2=CC(=CC=C12)C1=CC(=NO1)C(=O)O)C#N)CC1=CC=CC=C1 5-(N-chlorobenzyl-3-cyanoindol-5-yl)isoxazole-3-carboxylic acid